FC1=C(C(=C(C(=C1[B-](C1=C(C(=C(C(=C1F)F)F)F)F)(C1=C(C(=C(C(=C1F)F)F)F)F)C1=C(C(=C(C(=C1F)F)F)F)F)F)F)F)F.N1=CC=CC=C1 pyridine tetrakis(pentafluorophenyl)borate